methyl (S)-4-((R)-2-((4-(2-chloro-4-fluorophenyl)-1-oxo-1,2-dihydroisoquinolin-7-yl)oxy)propanoyl)morpholine-2-carboxylate ClC1=C(C=CC(=C1)F)C1=CNC(C2=CC(=CC=C12)O[C@@H](C(=O)N1C[C@H](OCC1)C(=O)OC)C)=O